OC=1C=C2CC[C@]([C@H](C2=CC1)C1=CC=C(C=C1)N1CCC(CC1)C=O)(C1=CC=CC=C1)C 1-(4-((1R,2R)-6-hydroxy-2-methyl-2-phenyl-1,2,3,4-tetrahydronaphthalen-1-yl)phenyl)piperidine-4-carbaldehyde